FC=1C(=C(C=CC1F)[C@@H]1[C@@H](O[C@@]([C@@H]1C)(C(F)(F)F)C)C(=O)NC1=CC(=NC(=C1)C)C(=O)N)OC 4-[[(2R,3R,4R,5S)-3-(3,4-difluoro-2-methoxy-phenyl)-4,5-dimethyl-5-(trifluoromethyl)tetrahydrofuran-2-carbonyl]amino]-6-methyl-pyridine-2-carboxamide